Cl.FC1=CC(=C(O[C@H](CNC(OC(C)(C)C)=O)C)C=C1)C(C)=N tert-butyl (S)-(2-(4-fluoro-2-(1-iminoethyl)phenoxy)propyl)-carbamate hydrochloride